BrCCCCCOC=1C(=CC2=C(NC[C@H]3N(C2=O)C=C(C3)C3=CC=C(C=C3)N3CCN(CC3)C(=O)OC(C)(C)C)C1)OC tert-Butyl (S)-4-(4-(8-((5-bromopentyl)oxy)-7-methoxy-5-oxo-5,10,11,11a-tetrahydro-1H-benzo[e]pyrrolo[1,2-a][1,4]diazepin-2-yl)phenyl)piperazine-1-carboxylate